C1(=CC=CC=C1)CC(C1=CC=CC=C1)=NNC(=S)N [2-Phenylacetophenone]-thiosemicarbazone